ClC=1C=C(\C=N\NC(CN2N=NC(=C2)C2=CC=CC=C2)=O)C=CC1 (E)-N'-(3-chlorobenzylidene)-2-(4-phenyl-1H-1,2,3-triazol-1-yl)acethydrazide